CC=1C=C(C(C#N)=CC1C)C#N 4,5-dimethylphthalonitrile